ClC=1C(=NC(=NC1)N1CCC(CC1)NC1=CC=C2C(=NN(C2=C1)C)C1C(NC(CC1)=O)=O)NC1=CC2=C(N(C(N2CCC2(CCC2)O)=O)C)C=C1 3-[6-[[1-[5-chloro-4-[[3-[2-(1-hydroxycyclobutyl)ethyl]-1-methyl-2-oxo-benzimidazol-5-yl]amino]pyrimidin-2-yl]-4-piperidyl]amino]-1-methyl-indazol-3-yl]piperidine-2,6-dione